N[C@@H](CC1=CC=CC=C1)C(=O)OC methyl L-phenylalaninate